CCCCS(=O)(=O)N 4-butylsulfonamide